(4,4-difluoropiperidin-1-yl)(1-(6-(3-methyl-3-(methylsulfonyl)but-1-yn-1-yl)pyridin-3-yl)-1H-pyrrolo[2,3-b]pyridin-5-yl)methanone FC1(CCN(CC1)C(=O)C=1C=C2C(=NC1)N(C=C2)C=2C=NC(=CC2)C#CC(C)(S(=O)(=O)C)C)F